NC1=NC=2C=CC=CC2C2=C1N=C(N2OCCCCNC(C(=O)NCCCCCCCCCCCCCCCCC)=O)CCCC N1-(4-((4-amino-2-butyl-1H-imidazo[4,5-c]quinolin-1-yl)oxy)butyl)-N2-heptadecyl-oxalamide